6-fluoro-3-morpholino-7-(2,3,5-trifluorophenyl)thieno[3,2-b]pyridine-2-carboxylic acid methyl ester COC(=O)C1=C(C2=NC=C(C(=C2S1)C1=C(C(=CC(=C1)F)F)F)F)N1CCOCC1